IC1=C(C=CC(=C1)C(C)C)OC(F)(F)F 2-iodo-4-isopropyl-1-(trifluoromethoxy)benzene